1-[(2R)-2,3-dihydroxypropyl]-6-fluoro-2-(1-hydroxy-2-methylpropan-2-yl-1H-indol-5-yl)cyclopropane O[C@H](CC1C(C1)C=1C=C2C=CN(C2=CC1F)C(CO)(C)C)CO